N1C(=CC2=CC=CC=C12)COC1=C(C=C2C=C(NC2=C1)CNC(=O)C1(CC1)C)Cl N-((6-((1H-indol-2-yl)methoxy)-5-chloro-1H-indol-2-yl)methyl)-1-methylcyclopropane-1-carboxamide